(1R,2R,3aS,10aR)-5-chloro-1-[(1E,3ξ,4ξ)-4-(2-fluorophenyl)-3-hydroxy-1-penten-1-yl]-2-hydroxy-2,3,3a,9,10,10a-hexahydro-1H-benzo[b]cyclopenta[f]oxepin-6-carboxylic acid ClC1=C(C=CC2=C1O[C@@H]1[C@H](CC2)[C@H]([C@@H](C1)O)\C=C\C(C(C)C1=C(C=CC=C1)F)O)C(=O)O